CC1=NOC(=C1C=1C=C(C(=C(C1)O)[C@H]1[C@@H](C[C@@H](C(=C1)C)O)C(=C)C)O)C (1'R,2'R,4'S)-4-(3,5-Dimethylisoxazol-4-yl)-5'-methyl-2'-(prop-1-en-2-yl)-1',2',3',4'-tetrahydro-[1,1'-biphenyl]-2,4',6-triol